water, Hydrochloride Cl.O